S(=O)(=O)(C1=CC=C(C)C=C1)N1C=CC2=C1N=CN=C2NC2CCC(CC2)NC(OC(C)(C)C)=O tert-butyl ((1S,4S)-4-((7-tosyl-7H-pyrrolo[2,3-d]pyrimidin-4-yl)amino)cyclohexyl)carbamate